tert-butyl (2-cyclopropyl-2-(6-(4-fluorophenyl)-4-(2-hydroxypropan-2-yl)pyridin-2-yl)-2-hydroxyethyl)carbamate C1(CC1)C(CNC(OC(C)(C)C)=O)(O)C1=NC(=CC(=C1)C(C)(C)O)C1=CC=C(C=C1)F